2-[4-(3,8-diazabicyclo[3.2.1]octan-3-yl)-7-(8-ethyl-3-hydroxy-1-naphthyl)-8-fluoro-pyrido[4,3-d]pyrimidin-2-yl]oxyacetaldehyde C12CN(CC(CC1)N2)C=2C1=C(N=C(N2)OCC=O)C(=C(N=C1)C1=CC(=CC2=CC=CC(=C12)CC)O)F